5-(2-(((1-methylcyclopropyl)methyl)amino)-7H-pyrrolo[2,3-d]pyrimidin-5-yl)-N-(1-methylpiperidin-4-yl)pyrazolo[1,5-a]pyridine-3-carboxamide CC1(CC1)CNC=1N=CC2=C(N1)NC=C2C2=CC=1N(C=C2)N=CC1C(=O)NC1CCN(CC1)C